1-benzyl-4-nitrobenzene-1,2-diamine C(C1=CC=CC=C1)C1(C(C=C(C=C1)[N+](=O)[O-])N)N